C(CC(C)C)N1C2=C(NS(CC1)(=O)=O)C=CC(=C2)CN2CCC1(CN(C1)C1=NC=NC3=CC=C(C=C13)CC(F)(F)F)CC2 5-isopentyl-7-((2-(6-(2,2,2-trifluoroethyl)quinazolin-4-yl)-2,7-diazaspiro[3.5]nonan-7-yl)methyl)-1,3,4,5-tetrahydrobenzo[c][1,2,5]thiadiazepine 2,2-dioxide